ClC1=C(C=CC=C1)CC(=O)NC1=CC(=C(C=C1)N1N=CC(=C1)C(F)F)S(N)(=O)=O 2-(2-Chlorophenyl)-N-{4-[4-(difluoromethyl)-1H-pyrazol-1-yl]-3-sulfamoylphenyl}acetamide